OC(CCC1=CC=NC=C1C(=O)O)C 4-(3-hydroxybutan-yl)nicotinic acid